N[C@@H](CC1=CNC=N1)C(=O)N[C@@H](CC1=CNC2=CC=CC=C12)C(=O)N1[C@@H](CCC1)C(=O)N[C@@H](CCC(=O)O)C(=O)N[C@@H](C)C(=O)N[C@@H](CC(N)=O)C(=O)N[C@@H](CCC(=O)O)C(=O)N[C@@H](C(C)C)C(=O)NCC(=O)[NH-] L-Histidyl-L-Tryptophanyl-L-Prolyl-L-Glutamyl-L-Alanyl-L-Asparaginyl-L-Glutamyl-L-Valyl-Glycylamide